P(=O)(OCCC(C)C)(OCCC(C)C)OCCC(C)C Tri-iso-amyl phosphate